C(C)OC(=O)C1CN(CCC1)C1=NC2=CC=CC=C2N=C1 1-(quinoxalin-2-yl)piperidine-3-carboxylic acid ethyl ester